(4-(Benzyloxycarbonylamino)bicyclo[2.2.1]heptan-1-yl)methyl Methanesulfonate CS(=O)(=O)OCC12CCC(CC1)(C2)NC(=O)OCC2=CC=CC=C2